6,7-diHydrothiazolo[4,5-c]pyridine S1C=NC=2C=NCCC21